(4-((2-(1H-indol-3-yl)ethyl)amino)-7,8-dihydro-6H-pyrimido[5,4-b][1,4]oxazin-2-yl)-5-methylpyridin-2-ol N1C=C(C2=CC=CC=C12)CCNC1=NC(=NC2=C1OCCN2)C=2C(=NC=C(C2)C)O